N-Vinyl-Methylacetamide methyl-(E)-3-(3-(N-((9-fluoro-1-methyl-1H-benzo[f]indazol-8-yl)methyl)-1-methylpiperidine-4-carboxamido)phenyl)acrylate COC(\C=C\C1=CC(=CC=C1)N(C(=O)C1CCN(CC1)C)CC1=CC=CC=2C=C3C=NN(C3=C(C21)F)C)=O.C(=C)NC(CC)=O